NC=1N=C(C(=NC1)C#N)C(C)(C)F 5-amino-3-(2-fluoroprop-2-yl)pyrazine-2-carbonitrile